C(C)(C1=CC=CC=C1)C1=CC=CC=C1 ethane-1,1-diyldibenzene